[Na+].CC(CC)S(=O)(=O)[O-] methyl-propanesulfonic acid sodium salt